C(C1=CC=CC=C1)OC(=O)N1C(CC(CC1)CN[C@H]1[C@@H](C1)C1=CC=C(C=C1)C)F fluoro-4-(((trans-2-(4-methylphenyl)cyclopropyl)amino)methyl)piperidine-1-carboxylic acid benzyl ester